OCC1=NC(=CC(=N1)C1=NN(C2=CC=C(C=C12)O)C1OCCCC1)C 3-[2-(hydroxymethyl)-6-methyl-pyrimidin-4-yl]-1-tetrahydropyran-2-yl-indazol-5-ol